methyl (S)-2-((1H-pyrrolo[2,3-b]pyridin-5-yl)oxy)-4-(6-(2-(2-cyclopropylphenyl)pyrrolidin-1-yl)-2-azaspiro[3.3]heptan-2-yl)benzoate N1C=CC=2C1=NC=C(C2)OC2=C(C(=O)OC)C=CC(=C2)N2CC1(C2)CC(C1)N1[C@@H](CCC1)C1=C(C=CC=C1)C1CC1